(E)-2-(5-Isopropyl-2-methyl-1-(3-phenoxybenzylidene)-1H-inden-3-yl)acetic acid C(C)(C)C=1C=C2C(=C(\C(\C2=CC1)=C/C1=CC(=CC=C1)OC1=CC=CC=C1)C)CC(=O)O